C(C)(C)(C)C1=CC=CC(=N1)CC1CC2(CNC2)C1 6-((6-(tert-Butyl)pyridin-2-yl)methyl)-2-azaspiro[3.3]heptan